(3S)-N-cyclobutyl-3-{[5-(2,6-dimethoxyphenyl)-1-(2-methylpropyl)-1H-pyrazol-3-yl]formamido}-4-phenylbutanamide C1(CCC1)NC(C[C@H](CC1=CC=CC=C1)NC(=O)C1=NN(C(=C1)C1=C(C=CC=C1OC)OC)CC(C)C)=O